5-(((tert-butyldiphenylsilyl)oxy)methyl)-2-((3-chloro-4-fluorophenyl)((5-fluoro-6-methylpyridin-2-yl)amino)methyl)-1-((2-(trimethylsilyl)ethoxy)methyl)-1H-imidazole-4-sulfonyl chloride [Si](C1=CC=CC=C1)(C1=CC=CC=C1)(C(C)(C)C)OCC1=C(N=C(N1COCC[Si](C)(C)C)C(NC1=NC(=C(C=C1)F)C)C1=CC(=C(C=C1)F)Cl)S(=O)(=O)Cl